methyl 2-((tert-butoxycarbonyl)amino)-7-((3'-vinyl-[1,1'-biphenyl]-2-yl)oxy)-1,2,3,4-tetrahydronaphthalene-2-carboxylate C(C)(C)(C)OC(=O)NC1(CC2=CC(=CC=C2CC1)OC1=C(C=CC=C1)C1=CC(=CC=C1)C=C)C(=O)OC